ClC1=CC=C(C(=O)S(C)(C)(=C)Br)C=C1 4-(chloro)benzoylmethylidenedimethyl-sulfur bromide